Cl.NC(C(=O)N1CCN(CC1)C(=O)NC1=NC(N(C=C1)C1=CC=C(C=C1)CN(C)C1CC(C(CC1)N)OC)=O)(C)C 4-(2-Amino-2-methylpropanoyl)-N-(1-(4-(((4-amino-3-methoxycyclohexyl)(methyl)amino)methyl)phenyl)-2-oxo-1,2-dihydropyrimidin-4-yl)piperazine-1-carboxamide hydrochloride salt